OOC1=C(C(=O)O[C@@]1([C@@](O)(CO)CC(C)C)CC(O)CO)OC=CCCCCCCCCCC 3-O-hydroxyisobutyl-2-O-dodecenyl-glyceryl-ascorbic acid